Cl.C(C)OC(=O)C1CCN(CC1)CCN1CCNCC1 1-[2-(piperazin-1-yl)ethyl]Piperidine-4-carboxylic acid ethyl ester hydrochloride